(3-methoxy-5-(4-(trifluoromethyl)phenoxy)phenyl)-5-oxopyrrolidine-2-carboxamide COC=1C=C(C=C(C1)OC1=CC=C(C=C1)C(F)(F)F)N1C(CCC1=O)C(=O)N